BrC1=NC=C(C(=C1C)N)C 2-bromo-3,5-dimethylpyridin-4-amine